C(C)(C)(C)OC(=O)N1CCN(CC1)C1=C(NC=2N(C1=O)N=C(N2)C=2C=CC1=C(CCO1)C2)CC 4-(2-(2,3-dihydrobenzofuran-5-yl)-5-ethyl-7-oxo-4,7-dihydro-[1,2,4]triazolo[1,5-a]pyrimidin-6-yl)piperazine-1-carboxylic acid tert-butyl ester